CC(CC(=O)C1=C(C(=C(OCC2=CC=C(C=C2)C=2C=NC=C(C#N)C2)C=C1)C)O)(C)C 5-(4-((4-(3,3-dimethylbutanoyl)-3-hydroxy-2-methylphenoxy)methyl)phenyl)nicotinonitrile